2-((4-amino-2-butyl-7-(3-(4-butylpiperazin-1-yl)propyl)-1H-imidazo[4,5-c]quinolin-1-yl)methyl)-2-methylpropane-1,3-diol NC1=NC=2C=C(C=CC2C2=C1N=C(N2CC(CO)(CO)C)CCCC)CCCN2CCN(CC2)CCCC